(2S,3S)-ethyl 3-((2-(2-chloro-5H-pyrrolo[2,3-b]pyrazin-7-yl)-5-fluoro-6-(pyridin-2-yl) pyrimidin-4-yl)amino)bicyclo[2.2.2]octane-2-carboxylate ClC=1N=C2C(=NC1)NC=C2C2=NC(=C(C(=N2)N[C@@H]2[C@H](C1CCC2CC1)C(=O)OCC)F)C1=NC=CC=C1